rac-methyl (4bS,5R,6R,7S,7aR)-7a-(4-bromophenyl)-4b,5-dihydroxy-7-phenyl-4b,6,7,7a-tetrahydro-5H-cyclopenta[4,5]furo[2,3-c]pyridine-6-carboxylate BrC1=CC=C(C=C1)[C@]12[C@](C3=C(C=NC=C3)O1)([C@@H]([C@@H]([C@H]2C2=CC=CC=C2)C(=O)OC)O)O |r|